1-(5-((5-chloro-4-(4'-methyl-[1,1'-biphenyl]-3-yl)pyrimidin-2-yl)amino)pyridin-3-yl)pyrrolidin-2-one ClC=1C(=NC(=NC1)NC=1C=C(C=NC1)N1C(CCC1)=O)C=1C=C(C=CC1)C1=CC=C(C=C1)C